[6-(2-chloro-4-fluoro-phenoxy)-2-azaspiro[3.3]heptan-2-yl]-[(3R)-3-(1H-triazol-5-yl)pyrrolidin-1-yl]methanone lithium zinc calcium phosphate P(=O)([O-])([O-])[O-].[Ca+2].[Zn+2].[Li+].ClC1=C(OC2CC3(CN(C3)C(=O)N3C[C@@H](CC3)C3=CN=NN3)C2)C=CC(=C1)F